4-[3-[2,6-dichloro-4-(3,3,4-trimethylpiperazin-1-yl)benzoyl]-2,4-dihydro-1,3-benzoxazin-8-yl]-5-fluoro-2-(3-oxa-8-azabicyclo[3.2.1]octan-8-yl)benzoic acid ClC1=C(C(=O)N2COC3=C(C2)C=CC=C3C3=CC(=C(C(=O)O)C=C3F)N3C2COCC3CC2)C(=CC(=C1)N1CC(N(CC1)C)(C)C)Cl